FC(COC1=C(C=CC=C1Br)F)(COC1=C(C=CC=C1Br)F)F 4'-((2,2-difluoropropane-1,3-diyl)bis(oxy))bis(3-bromo-1-fluorobenzene)